3-(trifluoromethoxy)-aniline FC(OC=1C=C(N)C=CC1)(F)F